copper quinolate C1=CC2=C(C(=C1)[O-])N=CC=C2.C1=CC2=C(C(=C1)[O-])N=CC=C2.[Cu+2]